10-nitro-5H-dibenzo(b,f)azepine [N+](=O)([O-])C1=CC2=C(NC3=C1C=CC=C3)C=CC=C2